N,N-dihydroxyethyl-N-stearylamine oxide O[N+](CCCCCCCCCCCCCCCCCCCC)(O)[O-]